N-{[3-(4-{[(3S,4R)-3-fluoro-1-methylpiperidin-4-yl]amino}-1-(2,2,2-trifluoroethyl)-1H-indol-2-yl)-1,2,4-oxadiazol-5-yl]methyl}-1-(4-methyloxan-4-yl)-1H-pyrrole-3-carboxamide F[C@H]1CN(CC[C@H]1NC1=C2C=C(N(C2=CC=C1)CC(F)(F)F)C1=NOC(=N1)CNC(=O)C1=CN(C=C1)C1(CCOCC1)C)C